[N+](=O)([O-])C1=CC=C(CC2(CC2)C(=O)O)C=C1 1-(4-nitrobenzyl)cyclopropane-1-carboxylic acid